(Z)-5-decen-1-ol C(CCC\C=C/CCCC)O